BrC=1C2=CC=CC=C2C(=C2C=CC=CC12)C1=CC2=CC=CC=C2C=C1 9-bromo-10-(2-naphthyl)-anthracene